((1r,4R)-4-(tert-butyl)cyclohexyl)(4-(((2R,3R,4R,5S)-3,4,5-trihydroxy-2-methylpiperidin-1-yl)methyl)piperidin-1-yl)methanone C(C)(C)(C)C1CCC(CC1)C(=O)N1CCC(CC1)CN1[C@@H]([C@H]([C@@H]([C@H](C1)O)O)O)C